ClC1=CC=C(CCC2=NOC(=N2)CN2N=CC(=C(C2=O)C)O[C@H]2COCC2)C=C1 (R)-2-((3-(4-chlorophenethyl)-1,2,4-oxadiazol-5-yl)methyl)-4-methyl-5-((tetrahydrofuran-3-yl)oxy)pyridazin-3(2H)-one